(R)-N-(amino(4-(2-hydroxypropan-2-yl)thiazol-2-yl)(oxo)-λ6-sulfaneylidene)-2-(3-cyano-2,6-diisopropylphenyl)acetamide N[S@](=NC(CC1=C(C(=CC=C1C(C)C)C#N)C(C)C)=O)(=O)C=1SC=C(N1)C(C)(C)O